C1(CC1)N1N=CC(=C1)C=1C=C(C=CC1)N(C(=O)[C@@H]1CC[C@H](CC1)OC(=O)NCC(=O)O)C[C@@H]1CC[C@H](CC1)C1=CC(=C(C=C1)OC)C 2-((((trans-4-((3-(1-Cyclopropyl-1H-pyrazol-4-yl)phenyl)((trans-4-(4-methoxy-3-methylphenyl)cyclohexyl)methyl)carbamoyl)cyclohexyl)oxy)carbonyl)amino)acetic acid